C(C)(C)C1=CC=C(C=C1)C1=C2C(=NC(=C1)N)CCO2 7-(4-isopropylphenyl)-2,3-dihydrofuro[3,2-b]Pyridin-5-amine